NC1=CC(=NC=C1N)C(=O)OC Methyl 4,5-diaminopyridine-carboxylate